(2,6-Dichloropyridin-4-yl)methyl (S)-2-amino-3-(pyrimidin-5-yl)propanoate dihydrochloride Cl.Cl.N[C@H](C(=O)OCC1=CC(=NC(=C1)Cl)Cl)CC=1C=NC=NC1